P(=O)(O)(O)O.C(CCCCC(C)C)C(CCCCC)(P(CCCCCCCCCCCCCC)(CCCCCC)CCCCCC)CCCCCC(C)C diisooctyl-tri-hexyl-(tetradecyl)phosphine phosphate